7-fluoro-N-methylindole FC=1C=CC=C2C=CN(C12)C